methyl-8-[2-(9-{[4-(dimethylamino)butanoyl]oxy}heptadecyl)cyclopropyl]octanoate COC(CCCCCCCC1C(C1)CCCCCCCCC(CCCCCCCC)OC(CCCN(C)C)=O)=O